C(C1=CC=CC=C1)NC(=O)N([C@@H]1CC[C@H](CC1)NC(OC(C)(C)C)=O)C1=NC=C(C=N1)C=1C=NN(C1)C tert-butyl (trans-4-((benzylcarbamoyl)(5-(1-methyl-1H-pyrazol-4-yl)pyrimidin-2-yl)amino)cyclohexyl)carbamate